C(N)(=O)C=1C=CC(=C(C1)O)OC 5-carbamoyl-2-methoxyphenol